NC1=C2C(=NC=N1)N(N=C2C2=CC=C(C=C2)OC2=CC=CC=C2)[C@H]2CN(CCC2)CC2CCN(CC2)C(=O)N2CCN(CC2)C=2C=C1CN(C(C1=CC2)=O)C2C(NC(CC2)=O)=O 3-(5-(4-(4-(((R)-3-(4-amino-3-(4-phenoxyphenyl)-1H-pyrazolo[3,4-d]pyrimidin-1-yl)piperidin-1-yl)methyl)piperidine-1-carbonyl)piperazin-1-yl)-1-oxoisoindolin-2-yl)piperidine-2,6-dione